C(#N)NC1CC(C1)C(=O)NC1=CC(=NO1)C1=CC(=CC=C1)C#N (1r,3r)-3-(cyanoamino)-N-[3-(3-cyanophenyl)-1,2-oxazol-5-yl]cyclobutane-1-carboxamide